(S)-1-(5-((1-(difluoromethyl)-1H-pyrazol-4-yl)ethynyl)-N-methylnicotinamido)-3-phenylpropan-2-yl dihydrogen phosphate P(=O)(O[C@H](CN(C(C1=CN=CC(=C1)C#CC=1C=NN(C1)C(F)F)=O)C)CC1=CC=CC=C1)(O)O